C(C1=CC=CC=C1)O[C@@H](C(=O)N1CCN(CC1)C)[C@H]([C@@H]([C@@]([C@@H](C)O)(O)COCC1=CC=CC=C1)OCC1=CC=CC=C1)OCC1=CC=CC=C1 (2R,3S,4S,5R,6R)-2,3,4-tribenzyloxy-5-benzyloxymethyl-5,6-dihydroxy-1-(4-methylpiperazin-1-yl)heptan-1-one